CNC(CCC1=CC=C(C=C1)S(=O)(=O)NC1=C(C(=O)NC=2SC=C(N2)C2=CC=CC=C2)C=CC(=C1)C(F)(F)F)=O 2-((4-(3-(methylamino)-3-oxopropyl)phenyl)sulfonamido)-N-(4-phenylthiazol-2-yl)-4-(trifluoromethyl)benzamide